BrC1=NC=CC(=C1)NCC=1N=C2N(C=C(C=C2C2(CN(C2)C)O)C2CC2)C1 3-(2-(((2-bromopyridin-4-yl)amino)methyl)-6-cyclopropylimidazo[1,2-a]pyridin-8-yl)-1-methylazetidin-3-ol